C(C)N(CCCNC(=O)C1=CC2=C(N3C(S2)=NC(=C3)C3=CC=C(C=C3)CNC)C=C1)CC N-(3-(diethylamino)propyl)-2-(4-((methylamino)methyl)phenyl)benzo[d]imidazo[2,1-b]thiazole-7-carboxamide